C[C@@H](C1=CC=CC2=CC=CC=C21)N (S)-(-)-1-(1-naphthyl)ethylamine